C(C(C)C)(=O)NC(C(=O)N)CCC 2-isobutyramidopentaneamide